FC1(CCC(CC1)N1N=CC2=C1N=CNC2=O)F 1-(4,4-difluorocyclohexyl)-1,5-dihydro-4H-pyrazolo[3,4-d]pyrimidin-4-on